NC(CC)N1C(NCCC1)=O 1-Aminopropyltetrahydropyrimidin-2(1H)-on